N-[4-fluoro-5-(4-morpholin-4-ylphenyl)-2-[rac-(3R)-3-(dimethylamino)pyrrolidin-1-yl]phenyl]-1H-pyrazole-4-carboxamide FC1=CC(=C(C=C1C1=CC=C(C=C1)N1CCOCC1)NC(=O)C=1C=NNC1)N1C[C@@H](CC1)N(C)C |r|